N-methyl-3-[(4-methyl-1H-1,3-benzodiazol-2-yl)amino]-3-[3-(trifluoromethyl)phenyl]propanamide CNC(CC(C1=CC(=CC=C1)C(F)(F)F)NC1=NC2=C(N1)C=CC=C2C)=O